C(=O)(OC(C)(C)C)NCCO N-BOCglycinol